6-Amino-3-(4'-chloro-3-(4-methyl-1H-pyrazol-1-yl)-1',2'-dihydrospiro[cyclopentane-1,3'-pyrrolo[2,3-b]pyridin]-5'-yl)-2-fluoro-N,N-dimethylbenzamide NC1=CC=C(C(=C1C(=O)N(C)C)F)C=1C(=C2C(=NC1)NCC21CC(CC1)N1N=CC(=C1)C)Cl